C(CCCCCCCCCN=C(C(=O)OC(C)C)C(=O)OC(C)C)N=C(C(=O)OC(C)C)C(=O)OC(C)C Tetraisopropyl 2,2'-(decane-1,10-diylbis(azanylylidene))dimalonate